N,N'-propane-1,3-diylbis[3-(3,5-di-tert-butyl-4-hydroxyphenyl)propionamide] C(CCNC(CCC1=CC(=C(C(=C1)C(C)(C)C)O)C(C)(C)C)=O)NC(CCC1=CC(=C(C(=C1)C(C)(C)C)O)C(C)(C)C)=O